tert-butyl ((5-carbamimidoyl-1-((2-(trimethylsilyl)ethoxy)methyl)-1H-pyrrolo[3,2-b]pyridin-2-yl)methyl)-(methyl)carbamate C(N)(=N)C1=CC=C2C(=N1)C=C(N2COCC[Si](C)(C)C)CN(C(OC(C)(C)C)=O)C